N1CCC12CN(C2)C=2C=CC=1N=CN=C(C1N2)NC2=CC(=CC(=C2)Cl)Cl 6-(1,6-diazaspiro[3.3]heptan-6-yl)-N-(3,5-dichlorophenyl)pyrido[3,2-d]pyrimidin-4-amine